ClC=1C(=NC=CC1)N1N=C(C=C1C(=O)NC=1C(=CC=2N(C1C(=O)NOC)N=CC2)C)OCC(F)(F)F 6-(1-(3-chloropyridin-2-yl)-3-(2,2,2-trifluoroethoxy)-1H-pyrazole-5-carboxamido)-N-methoxy-5-methylpyrazolo[1,5-a]pyridine-7-carboxamide